N1(C=NC2=C1C=CC=C2)C2=NC1=CC(=C(C=C1C(=N2)NC2CCOCC2)OC)OCCCN2CCCC2 2-(1H-benzo[d]imidazol-1-yl)-6-methoxy-7-(3-(pyrrolidin-1-yl)propoxy)-N-(tetrahydro-2H-pyran-4-yl)quinazolin-4-amine